1-(galloyloxy)decane-3-one isopropyl-((1r,4r)-4-(5-(2-(N-(tert-butyl)sulfamoyl)-4-(3-(pyridin-2-ylmethyl)ureido)phenyl)thiazol-2-yl)cyclohexyl)carbamate C(C)(C)N(C(O)=O)C1CCC(CC1)C=1SC(=CN1)C1=C(C=C(C=C1)NC(=O)NCC1=NC=CC=C1)S(NC(C)(C)C)(=O)=O.C(C1=CC(O)=C(O)C(O)=C1)(=O)OCCC(CCCCCCC)=O